methyl 4-bromo-1-(2-morpholinylethyl)-1H-indole-6-carboxylate BrC1=C2C=CN(C2=CC(=C1)C(=O)OC)CCN1CCOCC1